C(N)(OC1C(SC2=C(NC1=O)C=CC=C2)C(NNC(=O)C2(CCCCC2)NC(=O)OC(C)(C)C)=O)=O [[1-(tert-butoxycarbonylamino)cyclohexanecarbonyl amino] carbamoyl]-4-oxo-3,5-dihydro-2H-1,5-benzothiazepin-3-yl carbamate